2-(4-Phenylbut-3-en-2-yl)-5-(trifluoromethylphenyl)pyridine C1(=CC=CC=C1)C=CC(C)C1=NC=C(C=C1)C1=C(C=CC=C1)C(F)(F)F